N1C(=NC2=C1C=CC=C2)C2=CC(=NN2)NC(=O)C2=COC=C2 N-[5-(1H-benzimidazol-2-yl)-1H-pyrazol-3-yl]furan-3-carboxamide